1,3,4,6,7,8a-Hexahydro-1,1,5,5-tetramethyl-2H-2,4a-methano-naphthalen CC1(C2CCC3(C(CCCC13)(C)C)C2)C